C(C)N(C1=CC=C(C=C1)NCC1CCC(CC1)NC(OC(C)(C)C)=O)CC tert-butyl ((1r,4r)-4-(((4-(diethylamino)phenyl)amino)methyl)cyclohexyl)carbamate